FC1=CC=C2C[C@@H](C2=C1)NC(=NO)C1=NON=C1OC1CCN(CC1)S(N)(=O)=O N-[(7S)-4-Fluorobicyclo[4.2.0]octa-1,3,5-trien-7-yl]-N'-hydroxy-4-[(1-sulfamoylpiperidin-4-yl)oxy]-1,2,5-oxadiazol-3-carboximidamid